[P+3].P([O-])([O-])[O-] Phosphite monophosphorus